(S or R)-7,7-Dimethyl-N-(3-phenyl-1H-indazol-5-yl)-4,5,6,7-tetrahydro-[1,2,3]triazolo[1,5-a]pyridine-6-carboxamide CC1([C@H](CCC=2N1N=NC2)C(=O)NC=2C=C1C(=NNC1=CC2)C2=CC=CC=C2)C |o1:2|